(S)-2-(4-phenoxyphenyl)-7-(1-(piperidin-4-ylmethyl)piperidin-4-yl)-4,5,6,7-tetrahydropyrazolo[1,5-a]pyrimidine-3-carboxamide O(C1=CC=CC=C1)C1=CC=C(C=C1)C1=NN2C(NCC[C@H]2C2CCN(CC2)CC2CCNCC2)=C1C(=O)N